FC1=C(C=CC=C1)P(C#CC1=CC=CC=C1)C1=CC=CC=C1 (2-fluorophenyl)(phenyl)(phenylethynyl)phosphine